[6-[4-[3-[(1R,2S)-4-(dimethylamino)-2-hydroxy-2-(1-naphthyl)-1-phenyl-butyl]-2-methoxy-6-quinolyl]butoxy]-6-oxo-hexyl]-triphenyl-phosphonium bromide [Br-].CN(CC[C@]([C@H](C1=CC=CC=C1)C=1C(=NC2=CC=C(C=C2C1)CCCCOC(CCCCC[P+](C1=CC=CC=C1)(C1=CC=CC=C1)C1=CC=CC=C1)=O)OC)(C1=CC=CC2=CC=CC=C12)O)C